Ethyl (R)-2-(3-(1-((6-bromo-2-methyl-piperidin-4-yl) amino) ethyl) phenyl)-2,2-difluoroacetate BrC1CC(CC(N1)C)N[C@H](C)C=1C=C(C=CC1)C(C(=O)OCC)(F)F